(1-(tert-butyl)-3-((1R,3R,4S)-3-fluoro-4-hydroxycyclopentyl)-1H-pyrazol-5-yl)carbamate C(C)(C)(C)N1N=C(C=C1NC([O-])=O)[C@H]1C[C@H]([C@H](C1)O)F